7-Decyl-2-methoxy-4-(2-methylpent-2-en-3-yl)-3,4-dihydro-2H-chromen-5-ol C(CCCCCCCCC)C=1C=C(C=2C(CC(OC2C1)OC)C(=C(C)C)CC)O